6,6-bis(((Z)-oct-5-en-1-yl)oxy)hexanoic acid C(CCC\C=C/CC)OC(CCCCC(=O)O)OCCCC\C=C/CC